FC1=C(C(=CC=2SC(=CC21)C(CCC(=O)O)=O)OC)OC 4-(4-fluoro-5,6-dimethoxybenzo[b]thiophen-2-yl)-4-oxobutanoic acid